COC([C@H](COC1CC2(C1)CC(C2)NC(=O)OC(C)(C)C)NC(=O)OCC2=CC=CC=C2)=O (2S)-2-(benzyloxycarbonylamino)-3-[6-(tert-butoxycarbonylamino)spiro[3.3]heptan-2-yl]oxy-propionic acid methyl ester